2,2-dicyclopentyl-1,3-dimethoxypropane C1(CCCC1)C(COC)(COC)C1CCCC1